(S)-2-ethyl-1-(acetyl)piperazine trifluoroacetate FC(C(=O)O)(F)F.C(C)[C@@H]1N(CCNC1)C(C)=O